1,3,5-tribromo-2,4,6-trimethylbenzene BrC1=C(C(=C(C(=C1C)Br)C)Br)C